tertiary hexyl-silane C(C)(C)(CCC)[SiH3]